C(C)(C)N1N=C(C(=C1C)O)C1=CC=C(C=C1)OCC 1-isopropyl-3-(4-ethoxyphenyl)-5-methyl-pyrazol-4-ol